C[Si](NCC(C)N[Si](C)(C)C)(C)C.[Li].[Li] dilithium (N1,N2-bis(trimethylsilyl)propane-1,2-diamine) salt